FC(C(=O)[O-])(F)F.N[C@@H](CCC[N+](C)(C)C)C(=O)O (S)-4-amino-4-carboxy-N,N,N-trimethylbutan-1-aminium 2,2,2-trifluoroacetate